2-chloro-N-(1-(5-(3-cyano-6-(3-hydroxy-3-methylbutoxy)pyrazolo[1,5-a]pyridin-4-yl)pyrazin-2-yl)-4-methylpiperidin-4-yl)-6-methylbenzamide ClC1=C(C(=O)NC2(CCN(CC2)C2=NC=C(N=C2)C=2C=3N(C=C(C2)OCCC(C)(C)O)N=CC3C#N)C)C(=CC=C1)C